BrC1=C(C=C2C(=NC(=NC2=C1F)OC[C@]12CCCN2C[C@@H](C1)F)N1CCC(CCC1)O)Cl 1-(7-bromo-6-chloro-8-fluoro-2-(((2R,7aS)-2-fluorotetrahydro-1H-pyrrolizin-7a(5H)-yl)methoxy)quinazolin-4-yl)azepan-4-ol